C[C@H]1OCCN(C1)C1=CN(C=2N=CN=C(C21)N2[C@H](CNCC2)C)C=2C=C(C#N)C=CN2 2-(5-((R)-2-methylmorpholino)-4-((S)-2-methylpiperazin-1-yl)-7H-pyrrolo[2,3-d]pyrimidin-7-yl)isonicotinonitrile